3,3-dimethyl-1-pentanal CC(CC=O)(CC)C